Di-tert-butyl ((5-(3-(4-chloro-3,5-difluorobenzyl)-2-oxopyrrolidin-1-yl)-4-fluoro-3-(pyridazin-4-yl)-1H-pyrazol-1-yl)methyl) phosphate P(=O)(OC(C)(C)C)(OC(C)(C)C)OCN1N=C(C(=C1N1C(C(CC1)CC1=CC(=C(C(=C1)F)Cl)F)=O)F)C1=CN=NC=C1